C(C)(C)(C)P(C1=C(C=CC=C1)C1=C(C=C(C=C1C(C)C)C(C)C)C(C)C)C(C)(C)C di-tert-butyl-(2',4',6'-triisopropylbiphenyl-2-yl)phosphine